N1=C(C=CC=C1)C=O pyridinal